C(C=C)NC#N N-Allylcyanamide